(tetrahydro-2H-pyran-2-yl)-5,6-dihydro-4H-pyrrolo[1,2-b]pyrazol-3-ol O1C(CCCC1)C=1C(=C2N(N1)CCC2)O